ClC1=NC(=CC(=C1)C1CCN(CC1)C(C)=O)NC1=NC=C(N=C1)C 1-(4-(2-chloro-6-((5-methylpyrazin-2-yl)amino)pyridin-4-yl)piperidin-1-yl)ethan-1-one